FC=1C=C(C=CC1)S(=O)(=O)CCC(=O)N1CC2CCC(C1)N2C2=CC=C(C=N2)C#N 6-{3-[3-(3-fluorobenzenesulfonyl)propanoyl]-3,8-diazabicyclo[3.2.1]octan-8-yl}pyridine-3-carbonitrile